C(CCC)C=1OC2=C(C1C(C1=CC=C(C=C1)OCCCN(CCCC)CCCC)=O)C=C(C=C2)NS(=O)(=O)C N-(2-Butyl-3-(p-(3-(dibutylamino)propoxy)benzoyl)-5-benzofuranyl)methane-sulfonamide